1-{9-[(1R,2R)-2-hydroxycyclohexyl]-3-[2-hydroxy-4-(trifluoromethyl)phenyl]-4-methyl-5,7,8,9-tetrahydro-6H-pyridazino[3,4-e][1,4]diazepin-6-yl}ethan-1-one O[C@H]1[C@@H](CCCC1)N1CCN(CC2=C1N=NC(=C2C)C2=C(C=C(C=C2)C(F)(F)F)O)C(C)=O